N-Methyl-2-(4-(2-(6-methylpyridin-2-yl)-6,7-dihydro-5H-pyrrolo[1,2-a]imidazol-3-yl)pyridin-2-yl)-4,6-dihydropyrrolo[3,4-d]imidazol-5(1H)-carboxamide CNC(=O)N1CC=2NC(=NC2C1)C1=NC=CC(=C1)C1=C(N=C2N1CCC2)C2=NC(=CC=C2)C